4-allyl-2,6-dimethoxy-phenol C(C=C)C1=CC(=C(C(=C1)OC)O)OC